[C@@H]12OC[C@@H](N(C1)C1CCN(CC1)C1=C(C=C(C(=C1)OC)NC1=NC=NC(=C1)N1OCC[C@@H]1C1=CC(=C(C=C1)Cl)Cl)NC(C=C)=O)C2 N-(2-(4-((1S,4S)-2-oxa-5-azabicyclo[2.2.1]heptane-5-yl)piperidine-1-yl)-5-((6-((R)-3-(3,4-dichlorophenyl)isoxazolidine-2-yl)pyrimidine-4-yl)amino)-4-methoxyphenyl)acrylamide